OC=1C(=NC=CC1OC)C(=O)N[C@H](C(=O)OC(C)C1(CC1)C1=CC(=CC=C1)Br)C 1-[1-(3-bromophenyl)-cyclopropyl]ethyl (2S)-2-[(3-hydroxy-4-methoxy-pyridine-2-carbonyl)amino]propanoate